OC1=C(C(=C(C(=C1Br)Br)C1(CCCCC1)C1=C(C(=C(C(=C1Br)Br)O)Br)Br)Br)Br 1,1-bis(4-hydroxy-2,3,5,6-tetrabromophenyl)cyclohexane